N-(quinolin-8-yl)benzo[b]thiophene-2-carboxamide N1=CC=CC2=CC=CC(=C12)NC(=O)C1=CC2=C(S1)C=CC=C2